2-(3,4-epoxycyclohexyl)ethyl-methyldimethoxysilane C1(CC2C(CC1)O2)CC[Si](OC)(OC)C